5-(2-Fluorobenzoyl)indolizine tert-butyl-4-[[2-[2-(2,6-dioxo-3-piperidyl)-1,3-dioxo-isoindolin-5-yl]-2,7-diazaspiro[3.5]nonan-7-yl]methyl]piperidine-1-carboxylate C(C)(C)(C)OC(=O)N1CCC(CC1)CN1CCC2(CN(C2)C=2C=C3C(N(C(C3=CC2)=O)C2C(NC(CC2)=O)=O)=O)CC1.FC1=C(C(=O)C=2N3C=CC=C3C=CC2)C=CC=C1